C(CCC)N(C(C)=O)C(C)C N-n-butyl-N-isopropylacetamide